NC1=C2C(=NC=N1)N(N=C2C2=C(C=C(C=C2)OC2=CC=CC=C2)F)C2N(CCCC2)C(=O)C(C#N)=CC(C)(N2CCN(CC2)C2COC2)C 2-[(3R)-2-[4-amino-3-(2-fluoro-4-phenoxy-phenyl)pyrazolo[3,4-d]pyrimidin-1-yl]piperidine-1-carbonyl]-4-methyl-4-[4-(oxetan-3-yl)piperazin-1-yl]-(E and Z)-pent-2-enenitrile